1-(tert-butyl) 2-methyl (2r,4r)-4-aminopyrrolidine-1,2-dicarboxylate N[C@@H]1C[C@@H](N(C1)C(=O)OC(C)(C)C)C(=O)OC